NC(C#N)C=1C=NN2C1C(=CC=C2)Cl 2-amino-2-(4-chloropyrazolo[1,5-a]pyridin-3-yl)acetonitrile